C(CCCCCCC)OC([C@H](CCC(=O)[O-])O)=O (2S)-Octyl-α-hydroxyglutarate